CC(CCO)=C(C)C 3,4-dimethylpent-3-en-1-ol